1-(2-(methylsulfonyl)ethyl)urea CS(=O)(=O)CCNC(=O)N